N1N=C(C(=C1[2H])[2H])[2H] 1H-pyrazole-3,4,5-d3